8-(2-chloroacetyl)-6-methyl-4-((5-(naphthalen-1-yl)furan-2-yl)methyl)-1-thia-4,8-diazaspiro[4.5]Decan-3-one ClCC(=O)N1CC(C2(N(C(CS2)=O)CC=2OC(=CC2)C2=CC=CC3=CC=CC=C23)CC1)C